C(N)(=O)C1(CCN(CC1)C1=NC(=C(N=C1)SC1=C(C(=CC=C1)Cl)Cl)C)NC(OC(C)(C)C)=O tert-butyl (4-carbamoyl-1-(5-((2,3-dichlorophenyl)thio)-6-methylpyrazin-2-yl)piperidin-4-yl)carbamate